ClC1=C(C=CC=C1Cl)[C@@H]1CC[C@H](C2=CC=CC=C12)NC |r| (1rs,4rs)-4-(2,3-dichlorophenyl)-N-methyl-1,2,3,4-tetrahydro-1-naphthylamine